ClC=1C(=C(OCC(=O)OCC)C=C(C1CC=1C=C(C(=CC1)O)C1=CC(=CC=C1)OC(F)F)Cl)F ethyl 2-(3,5-dichloro-4-((3'-(difluoromethoxy)-6-hydroxy-[1,1'-biphenyl]-3-yl)methyl)-2-fluorophenoxy)acetate